N-(4-(4-amino-7-methyl-5-(4-(3-methylisoxazol-5-yl)phenyl)-7H-pyrrolo[2,3-d]pyrimidin-6-yl)phenyl)methacrylamide NC=1C2=C(N=CN1)N(C(=C2C2=CC=C(C=C2)C2=CC(=NO2)C)C2=CC=C(C=C2)NC(C(=C)C)=O)C